C(CCCCCCC\C=C\C=C)=O (9E)-9,11-dodecadienal